N1C(N=CC1)C(=O)[O-] 2,5-dihydro-1H-imidazole-2-carboxylate